(E)-N-(3-fluoro-2-methylphenyl)-3-(7-fluoro-2-oxoindolin-6-yl)acrylamide FC=1C(=C(C=CC1)NC(\C=C\C1=CC=C2CC(NC2=C1F)=O)=O)C